CC(C)=O propanon